1-(3-((4-((4-((5-amino-1-(3-methylthiophene-2-carbonyl)-1H-1,2,4-triazol-3-yl)amino)phenyl)sulfonyl)piperazin-1-yl)methyl)phenyl)dihydropyrimidine-2,4(1H,3H)-dione NC1=NC(=NN1C(=O)C=1SC=CC1C)NC1=CC=C(C=C1)S(=O)(=O)N1CCN(CC1)CC=1C=C(C=CC1)N1C(NC(CC1)=O)=O